trans-[2-amino-4-(trifluoromethoxy)phenyl]-[4-[2-(4-hydroxycyclohexyl)-5H-pyrrolo[2,3-b]pyrazin-7-yl]-1-piperidyl]methanone NC1=C(C=CC(=C1)OC(F)(F)F)C(=O)N1CCC(CC1)C1=CNC2=NC=C(N=C21)[C@@H]2CC[C@H](CC2)O